1-(6-azaspiro[2.5]octan-6-yl)-2-[[5-[(trans)-2-phenylcyclopropyl]-1,3,4-oxadiazol-2-yl]amino]propan-1-one C1CC12CCN(CC2)C(C(C)NC=2OC(=NN2)[C@H]2[C@@H](C2)C2=CC=CC=C2)=O